NC1=CC=C(S1)C(=O)N1CCCC1 (5-aminothiophen-2-yl)(pyrrolidin-1-yl)methanone